(Z)-1,6-diamino-12-carboxy-16-(ethylamino)-1-imino-N,N-dimethyl-7,10,14-trioxo-15-oxa-2,8,11,17-tetraazaicos-16-en-20-aminium NC(NCCCC(C(NCC(NC(CC(O\C(=N/CCC[NH+](C)C)\NCC)=O)C(=O)O)=O)=O)N)=N